FC1=C(C(=O)N2C[C@@H]3[C@H](C2)CN(C3)C3=NC(=CC(=N3)C(C#N)(C)C)C)C(=CC=C1)N1N=CC=N1 2-(2-((cis)-5-(2-fluoro-6-(2H-1,2,3-triazol-2-yl)benzoyl)hexahydropyrrolo[3,4-c]pyrrol-2(1H)-yl)-6-methylpyrimidin-4-yl)-2-methylpropanenitrile